FC1CCC(CC1)N1C(N([C@@H](C1)C#N)C1=CN=CC2=CC=CC=C12)=O (S)-1-((1S,4r)-4-fluorocyclohexyl)-3-(isoquinolin-4-yl)-2-oxoimidazoline-4-carbonitrile